C(C)OC(CCC)C=1C=C2C(=C3C=CC=CC13)C(=O)OC2=O 4-(1-ethoxybutyl)naphthalenedicarboxylic anhydride